6-(1-cyclobutyl-4-(4-fluorophenyl)-1H-imidazol-5-yl)imidazo[1,2-a]pyridine-3-carbonitrile C1(CCC1)N1C=NC(=C1C=1C=CC=2N(C1)C(=CN2)C#N)C2=CC=C(C=C2)F